N(N)C1=NNN=C1C(F)(F)F 4-hydrazinyl-5-(trifluoromethyl)-2H-1,2,3-triazole